racemic-3-((1-(3,4-difluorophenyl)-2,2-difluoroethyl)amino)propionic acid FC=1C=C(C=CC1F)[C@H](C(F)F)NCCC(=O)O |r|